NC1=CN(C=C1)C(=O)OC(C)(C)C (R)-3-amino-N-t-butoxycarbonyl-pyrrole